N-butylimidazoliumtrithiate C(CCC)N1C(=[N+](C(=C1)C([O-])=S)C([O-])=S)C([O-])=S